C1=CN(C(=O)N=C1N)O hydroxycytosine